2-[5,5-difluoro-1-(2-methyl-6-{1-methyl-5-[2-(6-oxo-5-propyl-1,6-dihydropyridazin-1-yl)ethyl]-1H-1,2,3-triazol-4-yl}pyridin-3-yl)piperidin-3-yl]acetic acid FC1(CC(CN(C1)C=1C(=NC(=CC1)C=1N=NN(C1CCN1N=CC=C(C1=O)CCC)C)C)CC(=O)O)F